C(C)[N+]1=C(SC2=C1C=CC(=C2)C)C=C2SC1=C(N2CC)C=CC(=C1)C 3-ethyl-2-[(3-ethyl-6-methyl-2-benzothiazolinylidene)methyl]-6-methyl-benzothiazolium